FC1=C(C(=O)N[C@H](C(C)C)C(=O)N2CCC3(C(C(N(C3=O)C)=O)C3=CC=C(C(=O)O)C=C3)CC2)C=C(C=C1)C(F)(F)F 4-(8-((2-fluoro-5-(trifluoromethyl)benzoyl)-D-valyl)-2-methyl-1,3-dioxo-2,8-diazaspiro[4.5]decan-4-yl)benzoic acid